3-beta-hydroxyethyl-2,5-diketopiperazine OCCC1C(NCC(N1)=O)=O